(3-(hydroxymethyl)thiomorpholino)methanone OCC1CSCCN1C=O